OC1=CC=C(C=C1)C1(OC(C2=C1C=CC=C2)=O)C2=CC=C(C=C2)O 3,3-Bis(4-Hydroxyphenyl)-2-Benzofuran-1-on